2-(3-hydroxypropyl)isothiazolidine 1,1-dioxide OCCCN1S(CCC1)(=O)=O